FC1(CC(CCC1)N(C1=CC=CC=C1)C(CC1(CCN(CC1)C(=O)N1CCC2=CC=CC=C12)C(=O)O)=O)F 4-[2-(N-(3,3-difluorocyclohexyl)anilino)-2-oxo-ethyl]-1-(indoline-1-carbonyl)piperidine-4-carboxylic acid